C(C)(C)(C)OC(=O)N1CC(C1)C(CC1=NC=2NCCCC2C=C1)OC 3-(1-methoxy-2-(5,6,7,8-tetrahydro-1,8-naphthyridin-2-yl)ethyl)azetidine-1-carboxylic acid tert-butyl ester